cis-3-(2-decyl-1,3-dioxan-4-yl)-1-phenylpropan-1-one C(CCCCCCCCC)[C@@H]1OCC[C@@H](O1)CCC(=O)C1=CC=CC=C1